FCC(CF)C1C(C1)C=1C=C(N=NC1C)C=1C(NC(NC1)=O)=O 5-(5-(2-(1,3-difluoropropan-2-yl)cyclopropyl)-6-methylpyridazin-3-yl)pyrimidine-2,4(1H,3H)-dione